2-(4-bromophenyl)glutaric acid 1,5-dimethyl ester COC(C(CCC(=O)OC)C1=CC=C(C=C1)Br)=O